CC1=CC(=O)CC(C1(/C=C/C(=C/C(=O)[O-])/C)O)(C)C The molecule is any member of the class of abscisates obtained by removal of a proton from the carboxy group of a 2-trans-abscisic acid. It is a conjugate base of a 2-trans-abscisic acid.